1-((5-(5-(difluoromethyl)-1,3,4-oxadiazole-2-yl)pyridine-2-yl)methyl)-6-fluoro-3-methyl-5-(1-methyl-1H-pyrazole-5-yl)-1,3-dihydro-2H-benzo[d]imidazole-2-one FC(C1=NN=C(O1)C=1C=CC(=NC1)CN1C(N(C2=C1C=C(C(=C2)C2=CC=NN2C)F)C)=O)F